6-[[4-(4-pyridinyl)piperazin-1-yl]methyl]-1H-indole N1=CC=C(C=C1)N1CCN(CC1)CC1=CC=C2C=CNC2=C1